N-(phosphorylmethyl)glycine P(=O)#CNCC(=O)O